((1-(1H-indol-3-yl)prop-2-yl)amino)-2,2-difluoropropan-1-ol N1C=C(C2=CC=CC=C12)CC(C)NC(C(C)(F)F)O